N-(cyanomethyl)-4-(2-(4-(4-(hydroxymethyl)piperidin-1-yl)phenylamino)pyrimidin-4-yl)benzamide C(#N)CNC(C1=CC=C(C=C1)C1=NC(=NC=C1)NC1=CC=C(C=C1)N1CCC(CC1)CO)=O